C1(CC2C(CC1)O2)COC(CCCCC(=O)OCC2CC1C(CC2)O1)=O di(3,4-epoxycyclohexylmethyl)adipate